OC1=C(OC2=CC(=C(C=C2C1=O)OC)OC)C1=CC(=CC=C1)C(F)(F)F 3-hydroxy-6,7-dimethoxy-2-(3-(trifluoromethyl)phenyl)-4H-chromen-4-one